C(C)(C)(C)OC(=O)N1C[C@](CC1)(C(NC=1C=CC=C2C=CC=NC12)=O)C1=CC=CC=C1 |r| (±)-trans-3-phenyl-3-(quinolin-8-ylcarbamoyl)pyrrolidine-1-carboxylic acid tert-butyl ester